CC1(C(CC2=CC=CC=C12)NC1=NC=C(C=C1)[C@@H](C(F)(F)F)NC)C N-(1,1-Dimethyl-2,3-dihydro-1H-inden-2-yl)-5-((S)-2,2,2-trifluoro-1-(methylamino)ethyl)pyridin-2-amine